Tert-butyl ((1S,4S)-4-ethoxy-1,2,3,4-tetrahydronaphthalen-1-yl)carbamate C(C)O[C@H]1CC[C@@H](C2=CC=CC=C12)NC(OC(C)(C)C)=O